O=C1NC(CCC1N1C(C2=CC(=C(C=C2C1)NC(OC(C)(C)C)=O)F)=O)=O tert-butyl (2-(2,6-dioxopiperidin-3-yl)-6-fluoro-1-oxoisoindolin-5-yl)carbamate